N,N-dioctadecyl-aniline hydrochloride Cl.C(CCCCCCCCCCCCCCCCC)N(C1=CC=CC=C1)CCCCCCCCCCCCCCCCCC